O[C@H]1[C@H](O[C@@]2([C@@H](CCO2)NC(C2=CC(=CC=C2)OC2=CC=CC=C2)=O)[C@@H]([C@H]1N1N=NC(=C1)C1=CC(=C(C(=C1)F)F)F)O)CO N-((4R,5S,7R,8R,9S,10R)-8,10-dihydroxy-7-(hydroxymethyl)-9-(4-(3,4,5-trifluorophenyl)-1H-1,2,3-triazol-1-yl)-1,6-dioxaspiro[4.5]dec-4-yl)-3-phenoxybenzamide